FC1=CC=C(C=C1)C=1C(=NC2=CC(=CC(=C2C1)C(C)O)C)N1N=CC=C1 1-(3-(4-fluorophenyl)-7-methyl-2-(1H-pyrazol-1-yl)quinolin-5-yl)ethan-1-ol